1-Cyclopropyl-6-(methylsulfonyl)-2-(pyrimidin-5-yl)-1H-benzo[d]imidazol C1(CC1)N1C(=NC2=C1C=C(C=C2)S(=O)(=O)C)C=2C=NC=NC2